3-{[1-(4-chloro-3-fluorophenyl)-3-methyl-1H-1,2,4-triazol-5-yl]methyl}-1-{[1-(isoquinolin-7-yl)-1H-1,2,4-triazol-5-yl]methyl}urea ClC1=C(C=C(C=C1)N1N=C(N=C1CNC(NCC1=NC=NN1C1=CC=C2C=CN=CC2=C1)=O)C)F